C1(=CC=CC=C1)S(=O)(=O)O.C(C)(C)(C)N1C[C@H]([C@@H](C1)C1=CC=C(C=C1)Cl)C(=O)N1C[C@H](C[C@H]1C(=O)N1CCOCC1)N(C(C(C)C)=O)C1CCC(CC1)C N-((3s,5s)-1-((3s,4r)-1-(tert-butyl)-4-(4-chlorophenyl)pyrrolidine-3-carbonyl)-5-(morpholin-4-carbonyl)pyrrolidin-3-yl)-N-((1s,4r)-4-methylcyclohexyl)isobutyramide benzenesulfonate